Phenyl-carbamic acid 8-((R)-2,3-dihydroxy-propoxy)-6,6-dimethyl-11-oxo-6,11-dihydro-5H-benzo[b]carbazol-3-yl ester O[C@@H](COC=1C=CC2=C(C(C=3NC4=CC(=CC=C4C3C2=O)OC(NC2=CC=CC=C2)=O)(C)C)C1)CO